O=C[C@@H](O)C[C@H](O)[C@@H](O)C 3,6-dideoxy-L-xylo-hexose